2-((2-Oxo-2,3-dihydro-1H-benzo[d]imidazol-5-yl)methyl)isoindoline-5-carboxylic acid methyl ester COC(=O)C=1C=C2CN(CC2=CC1)CC1=CC2=C(NC(N2)=O)C=C1